FC(OC=1C(=CC(=C(C1)N(CCN1C(COCC1)=O)C)[N+](=O)[O-])NC1=NC=CC(=N1)C1=CN(C2=CC=CC=C12)C)F 4-(2-((5-(difluoromethoxy)-4-((4-(1-methyl-1H-indol-3-yl)pyrimidin-2-yl)amino)-2-nitrophenyl)(methyl)amino)ethyl)morpholin-3-one